2-oxa-3-azabicyclo[2.2.2]oct-5-en-3-carboxamide C12ON(C(C=C1)CC2)C(=O)N